CC=1N=C(SC1C1=NC(=NC=C1)SC)NC(=O)NC1=CC(=C(C=C1)CN1CCOCC1)C(F)(F)F 1-(4-Methyl-5-(2-(methylthio)pyrimidin-4-yl)thiazol-2-yl)-3-(4-(morpholinomethyl)-3-(trifluoromethyl)phenyl)urea